O1CCN(CC1)C1=CC=C(C=C1)CCCC=O 1-(4-morpholinophenyl)-4-butanone